5-(2-(3-fluoroazetidin-1-yl)ethyl)-2-methoxypyrimidine FC1CN(C1)CCC=1C=NC(=NC1)OC